N[C@H]1CN(CCC1)C(=O)C=1C=C2OCCN3C(=NC(C1)=C32)C=3N(C2=CC=CC=C2C3)CC=3N=NC=CC3 (R)-(3-Aminopiperidin-1-yl)(2-(1-(pyridazin-3-ylmethyl)-1H-indol-2-yl)-3,4-dihydro-5-oxa-1,2a-diazaacenaphthylen-7-yl)methanon